BrC1=C(C=CC(=C1)N)C1=CC=CC=C1 bromo-[1,1'-biphenyl]-4-amine